C(C)(CC)C1=CC=C(C=C1)NC(=O)C1=CN(C=C1)S(=O)(=O)C=1C=C2C(=CNC2=CC1)C N-(4-(sec-butyl)phenyl)-1-((3-methyl-1H-indol-5-yl)sulfonyl)-1H-pyrrole-3-carboxamide